eicosyl-sodium sulfate S(=O)(=O)(O)O.C(CCCCCCCCCCCCCCCCCCC)[Na]